furane-3-ylmethanol O1C=C(C=C1)CO